secondary octyl dithiophosphate P(=S)(SC(C)CCCCCC)([O-])[O-]